(S)-N-(4-cyclobutyl-1-methyl-3-neopentyl-1H-pyrazol-5-yl)-2-(2,2,3,3-tetrafluorocyclobutyl)acetamide C1(CCC1)C=1C(=NN(C1NC(C[C@@H]1C(C(C1)(F)F)(F)F)=O)C)CC(C)(C)C